FC=1C=C2CCC[C@H](C2=C(C1)F)NC(CN1C(NC2=CC=CC=C2C1=O)=O)=O (R)-N-(6,8-difluoro-1,2,3,4-tetrahydronaphthalen-1-yl)-2-(2,4-dioxo-1,4-dihydroquinazolin-3(2H)-yl)acetamide